C1(CC1)NC(C(C(C[C@H]1C(NCC1)=O)NC([C@H](CC(C)(C)C)NC(C[C@H](CC)C1=C(C=C(C=C1)F)F)=O)=O)=O)=O (2S)-N-(4-(cyclopropylamino)-3,4-dioxo-1-((S)-2-oxopyrrolidin-3-yl)butan-2-yl)-2-((S)-3-(2,4-difluorophenyl)pentanamido)-4,4-dimethylpentanamide